FC(C(=O)O)(F)F.FC(C(=O)O)(F)F.NC1=NN2C(C=C(C=C2)C=2C(=C(C(=O)O)C(=CC2)C)F)=N1 3-(2-amino-[1,2,4]triazolo[1,5-a]pyridin-7-yl)-2-fluoro-6-methylbenzoic acid di-trifluoroacetate salt